CC1(CC1)N1C=C2C(NNC(C2=CC1=O)=O)=O 6-(1-methylcyclopropyl)-2,3-dihydropyrido[3,4-d]pyridazine-1,4,7(6H)-trione